C(\C=C/C(=O)O)(=O)O.C(C)OC(\C=C\CNCCCN1C2=C(N(C(C3=C1C=CC=C3)=O)CCCO)C=CC(=C2)Cl)=O.BrC=2C=CC=C3C(=CC=NC23)OC2=CC=C(C=C2)C(F)(F)F 8-bromo-4-{4-(trifluoromethyl)phenoxy}quinoline ethyl-(E)-4-({3-[7-chloro-10-(3-hydroxypropyl)-11-oxo-10,11-dihydro-5H-dibenzo[b,e][1,4]diazepin-5-yl]propyl}amino)but-2-enoate maleate